ClC=1C=C(N(C)CC2=CC(=NO2)C(=O)NNC(C(F)F)=O)C=CC1 5-[(3-chloro-N-methyl-anilino)methyl]-N'-(2,2-difluoroacetyl)isoxazole-3-carbohydrazide